BrC1=CC=C(C=N1)N1CCC(CC1)(O)CN1CCOCC1 1-(6-bromopyridin-3-yl)-4-((N-morpholinyl)methyl)piperidin-4-ol